FC1=C(C=CC=C1)C1=CC=C(C=C1)N1CCN(CC1)C(=O)NC=1C=NNC1 4-(2'-fluoro-[1,1'-biphenyl]-4-yl)-N-(1H-pyrazol-4-yl)piperazine-1-carboxamide